(2R,3R)-3-cyclopropyl-1-methylaziridine-2-carboxylic acid lithium [Li].C1(CC1)[C@@H]1[C@@H](N1C)C(=O)O